2-(2-(5,5-Dimethyltetrahydro-2H-pyran-2-yl)-5-fluorophenyl)-2-((R)-3-(4-(4-methoxy-5,6,7,8-tetrahydro-1,8-naphthyridin-2-yl)butoxy)pyrrolidin-1-yl)acetic acid CC1(CCC(OC1)C1=C(C=C(C=C1)F)C(C(=O)O)N1C[C@@H](CC1)OCCCCC1=NC=2NCCCC2C(=C1)OC)C